C(CCCC)C1=CC=C(C=CC(=O)NC=2C(C(=O)O)=CC=CC2)C=C1 (p-pentylcinnamoyl)anthranilic acid